FC1=CC=C(C=C1)CC(=O)NC=1C=C2CCN(C2=CC1)CC1=CC=C(C=C1)N1C=CC=C1 2-(4-Fluorophenyl)-N-[1-(4-pyrrol-1-yl-benzyl)-2,3-dihydro-1H-indol-5-yl]-acetamide